isoquinolin-6(4H)-one mono-TFA salt OC(=O)C(F)(F)F.C=1N=CCC2=CC(C=CC12)=O